6-((3-(2,3-dichloro-6-fluorophenyl)pyrrolidin-3-yl)amino)-1-(2-hydroxyethyl)-3,3-dimethylindolin-2-one hydrochloride Cl.ClC1=C(C(=CC=C1Cl)F)C1(CNCC1)NC1=CC=C2C(C(N(C2=C1)CCO)=O)(C)C